2-((2,5-dibromothiophen-3-yl)methylene)-5,6-difluoro-1H-indene-1,3(2H)-dione BrC=1SC(=CC1C=C1C(C2=CC(=C(C=C2C1=O)F)F)=O)Br